2-isopropyl-5-methylcyclohexane C(C)(C)C1CCC(CC1)C